FC(C1=CC=C(C[C@H](N)C(=O)O)C=C1)(F)F (S)-4-trifluoromethyl-phenylalanine